3-methoxy-2-azabicyclo[3.1.0]hex-2-ene COC1=NC2CC2C1